tert-butyl 4-(2-(3-cyclopropyl-1-(trans-3-((tosyloxy)methyl)cyclobutyl)-1H-pyrazol-4-yl)-5-fluoropyridin-3-yl)piperazine-1-carboxylate C1(CC1)C1=NN(C=C1C1=NC=C(C=C1N1CCN(CC1)C(=O)OC(C)(C)C)F)[C@@H]1C[C@H](C1)COS(=O)(=O)C1=CC=C(C)C=C1